(S)-6-(5-fluoro-2-methylphenyl)-3-(1-(6-ethoxy-5-methoxypyridin-2-yl)-2-(methylsulfonyl)ethyl)-7-methyl-1H-imidazo[4,5-b]pyridin-2(3H)-one FC=1C=CC(=C(C1)C=1C(=C2C(=NC1)N(C(N2)=O)[C@H](CS(=O)(=O)C)C2=NC(=C(C=C2)OC)OCC)C)C